C[Si](C)(C)C[Li] trimethylsilyl-methyl-lithium